ClC=1C(=CC(=NC1)NC(C)C)C=1N=C2N(C[C@@H](N(C2=O)CC2=C(C=CC(=C2)F)CO)COC)C1 (R)-2-(5-chloro-2-(isopropylamino)pyridin-4-yl)-7-(5-fluoro-2-(hydroxymethyl)benzyl)-6-(methoxymethyl)-6,7-dihydroimidazo[1,2-a]pyrazin-8(5H)-one